BrC=1C=C2C=C(C(N(C2=NC1)CC=1C=NC=CC1)=O)C(=O)NC1CC2(C1)CCC2 6-bromo-2-oxo-1-(3-pyridylmethyl)-N-spiro[3.3]heptan-2-yl-1,8-naphthyridine-3-carboxamide